C[C@@H]1C(N(C(N1)=O)C=1C=NC(=CC1)OC1=CC(=CC=C1)C(C)C)=O (5R)-5-methyl-3-(6-{[3-(1-methylethyl)phenyl]oxy}-3-pyridinyl)-2,4-imidazolidinedione